2-(4-(2-(5-chloropyridin-2-yl)-2-methylbenzo[d][1,3]dioxol-4-yl)-2,6-difluorobenzyl)-1-(2-methoxyethyl)-1H-benzo[d]imidazole-6-carboxylic acid ClC=1C=CC(=NC1)C1(OC2=C(O1)C=CC=C2C2=CC(=C(CC1=NC3=C(N1CCOC)C=C(C=C3)C(=O)O)C(=C2)F)F)C